6-((1S,4S)-5-((1-(2,4-difluorophenyl)cyclopropyl)glycyl)-2,5-diazabicyclo[2.2.2]octan-2-yl)nicotinonitrile FC1=C(C=CC(=C1)F)C1(CC1)NCC(=O)N1[C@@H]2CN([C@H](C1)CC2)C2=NC=C(C#N)C=C2